[Cl-].[Cl-].C1(=CC=C(C=C1)C(=[Zr+2](C1=CC=CC2=C3C(=C4C=5C=CC=CC5CC4=C21)C=CC=C3)C3C=CC=C3)C3=CC=C(C=C3)Cl)C (p-tolyl)(p-chlorophenyl)methylene(cyclopentadienyl)(dibenzofluorenyl)zirconium dichloride